C1=CC=C(C=C1)C(=O)NCC#N benzoylamidoacetonitrile